C(C)(C)N=[Nb](C1C=CC=C1)(N(CC)CC)N(CC)CC isopropyliminobis(diethylamino)cyclopentadienyl-niobium